CN1C=C(C=C1)C(=O)O 1-methylpyrrole-3-carboxylic acid